4-{[3-(4-{[1-(2-hydroxy-3-methoxypropyl)piperidin-4-yl]amino}-1-(2,2,2-trifluoroethyl)-1H-indol-2-yl)prop-2-yn-1-yl]amino}-3-methoxy-N-methylbenzene-1-sulfonamide OC(CN1CCC(CC1)NC1=C2C=C(N(C2=CC=C1)CC(F)(F)F)C#CCNC1=C(C=C(C=C1)S(=O)(=O)NC)OC)COC